NC1=C(C(=NN1C1CC(C1)(C)O)C1=CC=C2C=C(C(=NC2=C1F)C1=C(C=CC=C1)F)F)C(=O)N 5-amino-3-(3,8-difluoro-2-(2-fluorophenyl)quinolin-7-yl)-1-((1s,3s)-3-hydroxy-3-methylcyclobutyl)-1H-pyrazole-4-carboxamide